ethyl 5-[(3R)-3-(dimethylamino)pyrrolidin-1-yl]thiazolo[5,4-b]pyridine-2-carboxylate CN([C@H]1CN(CC1)C1=CC=C2C(=N1)SC(=N2)C(=O)OCC)C